bis(N,N-diglycidyl-2-aminocyclohexyl)methane C(C1CO1)N(C1C(CCCC1)CC1C(CCCC1)N(CC1CO1)CC1CO1)CC1CO1